N-[4-(3-Cyanophenyl)-5-(5-methyl-1H-pyrazolo[4,3-b]pyridin-7-yl)thiazol-2-yl]-2-oxa-6-azaspiro[3.3]heptane-6-carboxamide C(#N)C=1C=C(C=CC1)C=1N=C(SC1C1=C2C(=NC(=C1)C)C=NN2)NC(=O)N2CC1(COC1)C2